FC=1C(=C(C=CC1F)NC1=NC=NC=N1)C(C)(C)O 4-(3,4-difluoro-2-(2-hydroxypropan-2-yl)phenylamino)-1,3,5-triazin